4-methyl-4,7-diazaspiro[2.5]octan-5-one CN1C2(CC2)CNCC1=O